C/C(/C(=O)O)=C\C=1SC(=CC1)C1=C(C=C(C=C1)C#N)C(F)(F)F (E)-2-methyl-3-(5-(2-trifluoromethyl-4-cyanophenyl)thiophen-2-yl)acrylic acid